[N+](=O)([O-])C=1C=C(C=CC1)N1CCN(CC1)CCN 2-(4-(3-nitrophenyl)piperazin-1-yl)ethan-1-amine